[2-(acryloyloxy)ethyl]benzyldiethylammonium C(C=C)(=O)OCC[N+](CC)(CC)CC1=CC=CC=C1